ClC1=C(C=C(C=2CN3[C@H](COC21)CN(CC3)C(C=C)=O)OC=3C(=NC=CC3C)C(C)C)C3=C(C=CC=C3O)F ((12aS)-10-chloro-9-(2-fluoro-6-hydroxyphenyl)-7-((2-isopropyl-4-methylpyridin-3-yl)oxy)-3,4,12,12a-tetrahydro-6H-benzo[f]pyrazino[2,1-c][1,4]oxazepin-2(1H)-yl)prop-2-en-1-one